NC=1C2=C(N=CN1)N(C=C2)[C@@H]2C=C([C@H]([C@H]2O)O)CN(C)C2=CC=C1C=CC(=NC1=C2)N (1S,2R,5R)-5-(4-amino-7H-pyrrolo[2,3-d]pyrimidin-7-yl)-3-(((2-aminoquinolin-7-yl)(methyl)amino)methyl)cyclopent-3-ene-1,2-diol